ClC1=C(\C=N\NC(=O)C2=NC(=CC=C2)C2=CC=C(C=C2)OCC)C(=CC=C1)F (E)-N'-(2-chloro-6-fluorobenzylidene)-6-(4-ethoxyphenyl)pyridinecarboxylic acid hydrazide